(R,E)-N-(1-(5-amino-2-fluoro-3-(trifluoromethyl)phenyl)ethylidene)-2-methylpropane-2-sulfinamide NC=1C=C(C(=C(C1)\C(\C)=N\[S@](=O)C(C)(C)C)F)C(F)(F)F